C(C)(C)(C)OC(=O)N1C2C(N(CC1CC2)C2=NC(=NC1=C(C(=CC(=C21)Br)Cl)F)OC[C@]21CCCN1C[C@@H](C2)F)C=C tert-butyl-3-(5-bromo-7-chloro-8-fluoro-2-(((2R,7aS)-2-fluorotetrahydro-1H-pyrrolizin-7a(5H)-yl)methoxy)quinazolin-4-yl)-2-vinyl-3,8-diazabicyclo[3.2.1]octane-8-carboxylate